ClC1=C(C=CC=C1)C(=O)N1B(C2=C(C=N1)C=C(C=C2)C2=CC=C(C=C2)OC)O (2-chlorophenyl)-[1-hydroxy-6-(4-methoxyphenyl)-2,3,1-benzodiazaborinin-2-yl]methanone